O1CCCC2=C1C=CC=C2 Benzoxan